3-hydroxy-undecen-10-enoate OC(=CC(=O)[O-])CCCCCCC=C